FC=1C=C(C=C(C1)C(F)(F)F)C=1C=C2C=CN(C2=C(C1)C(=O)NC1(CC1)C1=CC=C(C(=O)O)C=C1)CC1=CC=C(C=C1)C(F)(F)F 4-(1-(5-(3-Fluoro-5-(trifluoromethyl)phenyl)-1-(4-(trifluoromethyl)benzyl)-1H-indol-7-amido)cyclopropyl)benzoic acid